sodium dimethyldithio-carbamate CN(C([S-])=S)C.[Na+]